N-{(6R)-7,7-difluoro-2-[6-methyl-4-(2,4,6-trifluorophenyl)[1,2]oxazolo[5,4-b]pyridin-3-yl]-3-oxo-2,5,6,7-tetrahydro-3H-pyrrolo[1,2-c]imidazol-6-yl}ethanesulfonamide FC1([C@@H](CN2C(N(C=C21)C2=NOC1=NC(=CC(=C12)C1=C(C=C(C=C1F)F)F)C)=O)NS(=O)(=O)CC)F